C(C)C(C(C)=O)(CC)CC triethylacetone